B(F)(F)F.C(C)(C)(C)OC(=O)N1C[C@@H](N(CC1)C[K])C (S)-((4-(tert-butoxycarbonyl)-2-methylpiperazin-1-yl)methyl)potassium trifluoroborate